C1(CCCCC1)C(C)N1N=C(C=C1OCC1=C(C=CC=C1)C)CNC 1-{1-(1-cyclohexylethyl)-5-[(2-methylbenzyl)oxy]-1H-pyrazol-3-yl}-N-methylmethanamine